Br.N=C1SC2=C(N1CC(=O)C1=CC=C(C=C1)[Si](C)(C)C)CCCC2 2-(2-Imino-4,5,6,7-tetrahydrobenzo[d]thiazol-3(2H)-yl)-1-(4-(trimethylsilyl)phenyl)ethan-1-one hydrogen bromide